C(#C)C=1C=CC(=NC1)C(=O)NC1(CCN(CC1)C(=O)OC(C)(C)C)C tert-Butyl 4-(5-ethynylpyridineamido)-4-methylpiperidin-1-carboxylate